tert-butylallyl (3-((4-(5-(allyl(tert-butoxycarbonyl)amino)-2-methylphenyl)-5-fluoropyrimidin-2-yl)(tert-butoxycarbonyl)amino)phenyl)carbamate C(C=C)N(C=1C=CC(=C(C1)C1=NC(=NC=C1F)N(C=1C=C(C=CC1)NC(OCC=CC(C)(C)C)=O)C(=O)OC(C)(C)C)C)C(=O)OC(C)(C)C